2,2,3,4,5-pentafluoro-3-(fluoromethyl)sulfolane Tert-Butyl-4-(aminomethyl)-4-phenylpiperidine-1-carboxylate C(C)(C)(C)OC(=O)N1CCC(CC1)(C1=CC=CC=C1)CN.FC1(S(=O)(=O)C(C(C1(CF)F)F)F)F